ClC1=C(C=CC(=C1)F)CS(=O)(=O)NC1=C(C(=C(C=C1F)OC1=NC=CC=C1C1=NC(=NC=C1)N[C@@H]1CNC[C@H](C1)F)F)F 1-(2-chloro-4-fluoro-phenyl)-N-[2,3,6-trifluoro-4-[[3-[2-[[(3S,5S)-5-fluoro-3-piperidyl]amino]pyrimidin-4-yl]-2-pyridyl]oxy]phenyl]methanesulfonamide